C(C(C)C)N1CCN(C2=CC=CC=C12)C(CCN1CCN(CC1)C)=O 1-(4-isobutyl-3,4-dihydroquinoxalin-1(2H)-yl)-3-(4-methylpiperazin-1-yl)propan-1-one